N-methyl-pyrrolidine-2-carboxamide CNC(=O)C1NCCC1